BrC1=C(C(=CC=C1)[N+](=O)[O-])CBr 1-bromo-2-(bromomethyl)-3-nitrobenzene